7-methylguanine CN1C=NC=2N=C(NC(C12)=O)N